(2E)-2-[2-(4-cyanophenyl)-1-[3-(trifluoromethyl)phenyl]ethylidene]-N-[4-(difluoromethoxy)phenyl]hydrazine C(#N)C1=CC=C(C=C1)C/C(/C1=CC(=CC=C1)C(F)(F)F)=N\NC1=CC=C(C=C1)OC(F)F